2-chloro-4-(3-fluoro-4-methoxyphenyl)-5-isobutylthiazole ClC=1SC(=C(N1)C1=CC(=C(C=C1)OC)F)CC(C)C